tetraglycine methyl ester COC(=O)CNC(=O)CNC(=O)CNC(=O)CN